6-(4-(4-(3-((2,6-dioxopiperidin-3-yl)amino)benzyl)piperazin-1-yl)piperidin-1-yl)-2-(4-phenoxyphenyl)nicotinamide O=C1NC(CCC1NC=1C=C(CN2CCN(CC2)C2CCN(CC2)C2=NC(=C(C(=O)N)C=C2)C2=CC=C(C=C2)OC2=CC=CC=C2)C=CC1)=O